BrC=1C(=C(C=CC1)C(CCC(=O)OC(C)(C)C)C#N)Cl tert-butyl 4-(3-bromo-2-chlorophenyl)-4-cyanobutanoate